ClC1=CC(=C2N=CC(=NC2=C1)OC)C=1SC2=C(N1)C(=CC(=C2)OCC(=O)O)C 2-((2-(7-chloro-2-methoxyquinoxalin-5-yl)-4-methylbenzo[d]Thiazol-6-yl)oxy)acetic acid